2-chloro-4-(3-fluorophenyl)pyridine rac-tert-butyl-(1S,5R,6R)-6-hydroxy-3-azabicyclo[3.2.0]heptane-3-carboxylate C(C)(C)(C)OC(=O)N1C[C@H]2C[C@H]([C@H]2C1)O.ClC1=NC=CC(=C1)C1=CC(=CC=C1)F |r|